(4-amino-1-(6-((3-chloro-2-(pyrrolidin-1-yl)pyridin-4-yl)thio)pyrido[2,3-b]pyrazin-2-yl)piperidin-4-yl)methanol NC1(CCN(CC1)C=1N=C2C(=NC1)N=C(C=C2)SC2=C(C(=NC=C2)N2CCCC2)Cl)CO